2-methylcyclopropane-1-carbaldehyde CC1C(C1)C=O